NC=1C=CC(=C(C1)NC(=O)C=1C=C2C(=NC1)NC(=C2)C=2C=NN(C2)C2COCC2)C N-(5-amino-2-methylphenyl)-2-(1-(tetrahydrofuran-3-yl)-1H-pyrazol-4-yl)-1H-pyrrolo[2,3-b]pyridine-5-carboxamide